(2,4-dimethoxybenzyl)nicotinamide COC1=C(CC2=C(C(=O)N)C=CC=N2)C=CC(=C1)OC